CC=1C(=NC(=NC1)NC1=CC(=CC(=C1)C(F)(F)F)C(CCC)NC)NC=1C=CC2=C(NC(O2)=O)C1 5-(5-methyl-2-(3-(1-(methylamino)butyl)-5-(trifluoromethyl)phenylamino)pyrimidin-4-ylamino)benzo[d]oxazol-2(3H)-one